3-((1-methyl-1H-pyrazol-3-yl)methoxy)-4-nitro-1-((2-(trimethylsilyl)ethoxy)methyl)-1H-pyrazole CN1N=C(C=C1)COC1=NN(C=C1[N+](=O)[O-])COCC[Si](C)(C)C